(S)-2,3-dimethoxypropionic acid CO[C@H](C(=O)O)COC